C(CC)C1=C(C=CC(=C1)N)N propylbenzene-1,4-diamine